trifluoromethyl-trinitrobenzene FC(F)(F)C1=C(C(=C(C=C1)[N+](=O)[O-])[N+](=O)[O-])[N+](=O)[O-]